C(C=C)[Sn](Cl)(Cl)Cl Allyltin trichloride